O=C(CNC(OCC1C2=CC=CC=C2C=2C=CC=CC12)=O)NCOC[C@H]1CNCC1 (9H-fluoren-9-yl)methyl (R)-(2-oxo-2-(((pyrrolidin-3-ylmethoxy)methyl)amino)ethyl)carbamate